FC(C1=CC=C(C=C1)N1CC(CC2=CC=CC=C12)CN1S(CC1)(=O)=O)(F)F 2-((1-(4-(trifluoromethyl)phenyl)-1,2,3,4-tetrahydroquinolin-3-yl)methyl)-1,2-thiazetidin-1,1-dioxide